tert-butyl (1S,4S,5S)-5-hydroxy-7-azabicyclo[2.2.1]hept-2-ene-7-carboxylate O[C@@H]1[C@@H]2C=C[C@H](C1)N2C(=O)OC(C)(C)C